3-oxo-propyl indole-1-carboxylate N1(C=CC2=CC=CC=C12)C(=O)OCCC=O